C(#N)C1=C(C=C(C=C1)C1=CC(=NN1C1=C(C=C(C=C1)I)OC)NC(OC(C)(C)C)=O)F Tert-butyl (5-(4-cyano-3-fluoro-phenyl)-1-(4-iodo-2-methoxyphenyl)-1H-pyrazol-3-yl)-carbamate